FC=1C=2N(C=C(C1)NS(=O)(=O)C=1C=CC(=C3N=CC=NC13)N1C[C@H](N([C@H](C1)C)C(=O)OC(C)(C)C)C)C=C(N2)C tert-butyl (2R,6S)-4-[8-[(8-fluoro-2-methyl-imidazo[1,2-a]pyridin-6-yl)sulfamoyl]quinoxalin-5-yl]-2,6-dimethyl-piperazine-1-carboxylate